Hydroxyethyllysine OCCN[C@@H](CCCCN)C(=O)O